C[Si](OCCOCCOCCOCCNC)(C(C)(C)C)C 15,15,16,16-tetramethyl-5,8,11,14-tetraoxa-2-aza-15-silaheptadecane